5-fluoro-3-(prop-1-yn-1-yl)-1H-indol FC=1C=C2C(=CNC2=CC1)C#CC